CC1(C(C=CC(=C1)Cl)Br)Cl 2-methyl-1-bromo-2,4-dichlorobenzene